O[C@H]1C[C@@H](N(C1)C(=O)OC(C)(C)C)C(N[C@@H](C)C1=CC=C(C=C1)C1=C(N=CS1)C)=O tert-butyl (2R,4S)-4-hydroxy-2-(((S)-1-(4-(4-methylthiazol-5-yl)phenyl) ethyl)carbamoyl)pyrrolidine-1-carboxylate